C(C1=CC=CC=C1)OC=1C=C(C=CC1OC1=CC=CC=C1)N1C(N(C(NC1=O)=O)C1=CC(=CC=C1)C)=O [3-(benzyloxy)-4-phenoxyphenyl]-3-(3-methylphenyl)-1,3,5-triazinane-2,4,6-trione